2-isopropyl-2,3-Dimethylbutyronitrile C(C)(C)C(C#N)(C(C)C)C